(3S,10R,13S)-16-formyl-17-(4-cyano-1H-imidazol-1-yl)-10,13-dimethyl-2,3,4,7,8,9,10,11,12,13,14,15-dodecahydro-1H-cyclopenta[a]phenanthren-3-yl acetate C(C)(=O)O[C@H]1CC[C@@]2(C3CC[C@@]4(C(=C(CC4C3CC=C2C1)C=O)N1C=NC(=C1)C#N)C)C